5-bromo-2-methylthiopyridine BrC=1C=CC(=NC1)SC